(R)-1-(azetidin-1-yl)-2-(4-((5-(1-(2,2-difluoroethyl)-1H-benzo[d][1,2,3]triazol-6-yl)-4-methoxypyrrolo[2,1-f][1,2,4]triazin-2-yl)amino)-3,3-difluoropiperidin-1-yl)ethan-1-one N1(CCC1)C(CN1CC([C@@H](CC1)NC1=NN2C(C(=N1)OC)=C(C=C2)C=2C=CC1=C(N(N=N1)CC(F)F)C2)(F)F)=O